4-(3-(4-fluorophenyl)-1-((2-(trimethylsilyl)ethoxy)methyl)-1H-pyrazol-4-yl)pyridine-2,3-dicarbonitrile FC1=CC=C(C=C1)C1=NN(C=C1C1=C(C(=NC=C1)C#N)C#N)COCC[Si](C)(C)C